monomethoxybenzene COC1=CC=CC=C1